FC1=C2C(=CC3=C1NC(=N3)[C@@H](C)NC(OC(C)(C)C)=O)CC(C2)C=O tert-Butyl N-[(1R)-1-(8-fluoro-6-formyl-1,5,6,7-tetrahydrocyclopenta[f]benzimidazol-2-yl)ethyl]carbamate